Calcium gluconat O=C([C@H](O)[C@@H](O)[C@H](O)[C@H](O)CO)[O-].[Ca+2].O=C([C@H](O)[C@@H](O)[C@H](O)[C@H](O)CO)[O-]